C1(CCC1)C=1C(=NOC1)C(=O)N[C@H](C(=O)NC1=NC=CC(=C1)[C@@H](COC)N1C(N[C@@H](C1)C(F)(F)F)=O)C1CCC(CC1)(F)F 4-cyclobutyl-N-((S)-1-(4,4-difluorocyclohexyl)-2-((4-((S)-2-methoxy-1-((S)-2-oxo-4-(trifluoromethyl)imidazolidin-1-yl)ethyl)pyridin-2-yl)amino)-2-oxoethyl)isoxazole-3-carboxamide